(3S,4S)-8-(5-(1H-indazol-6-yl)-6-methylimidazo[1,2-a]pyrazin-8-yl)-3-methyl-2-oxa-8-azaspiro[4.5]decan-4-amine N1N=CC2=CC=C(C=C12)C1=C(N=C(C=2N1C=CN2)N2CCC1([C@@H]([C@@H](OC1)C)N)CC2)C